(S)-(1-(2-(3-azaspiro[5.5]undec-9-yl)ethyl)pyrrolidin-2-yl)methanol C1CNCCC12CCC(CC2)CCN2[C@@H](CCC2)CO